ClC1=CC2=C(C=N1)SC(=N2)C2=CC=CC=C2 6-chloro-2-phenyl-thiazolo[5,4-c]pyridine